S(=O)(=O)(O)O.CNC1=CC=CC=C1 p-methylaminobenzene sulfate